C1(CCCCC1)C[SH+]C1C(CCCC1)=O cyclohexylmethyl-(2-oxocyclohexyl)sulfonium